tin ethylbutylphosphinate C(C)P([O-])(=O)CCCC.[Sn+4].C(C)P([O-])(=O)CCCC.C(C)P([O-])(=O)CCCC.C(C)P([O-])(=O)CCCC